4,4'-(((1-methyl-2-(tetrahydro-2H-pyran-4-yl)-1H-benzo[d]imidazole-4,6-diyl)bis(4,1-phenylene))bis(methylene))dimorpholine CN1C(=NC2=C1C=C(C=C2C2=CC=C(C=C2)CN2CCOCC2)C2=CC=C(C=C2)CN2CCOCC2)C2CCOCC2